NN1C(=NN=C1C1=CC=C(C=C1)C)S 4-amino-5-(p-tolyl)-4H-1,2,4-triazole-3-thiol